C(C=C)NC(O)=O.C(C=C)NC(O)=O.O=C1C=C(CC(C)(C)C1)C isophorone di(allyl carbamate)